N1(C(NC(C12CCNCC2)=O)=O)C(=O)N 1,3,8-triazaspiro[4.5]decane-2,4-dioneamide